C(C)NC(=O)C1=CC2=C(O[C@@H](CN2)[C@@H](C2=CC=CC=C2)NC[C@@H](C)C=2C=NC(=CC2)OC)N=C1 |o1:22| (S)-N-ethyl-3-((R)-(((S or R)-2-(6-methoxypyridin-3-yl)propyl)amino)(phenyl)methyl)-2,3-dihydro-1H-pyrido[2,3-b][1,4]oxazine-7-carboxamide